ClC1=C2C(=C(N=N1)N([C@H]1CN(CCC1)C)C)NC=C2 (R)-4-chloro-N-methyl-N-(1-methylpiperidin-3-yl)-1H-pyrrolo[2,3-d]pyridazin-7-amine